1-Methylguanosine CN1C(C=2N=CN([C@H]3[C@H](O)[C@H](O)[C@@H](CO)O3)C2N=C1N)=O